O[C@H]1CC[C@H](CC1)C(=O)N[C@@H](C)C1=NC(=NO1)C1=CC(=NC=C1)C(F)(F)F Cis-4-hydroxy-N-[(1S)-1-[3-[2-(trifluoromethyl)-4-pyridyl]-1,2,4-oxadiazol-5-yl]ethyl]cyclohexanecarboxamide